1-Cyclopropyl-3-(3-(3-cyclopropyl-5-((2-fluoro-4-iodophenyl)amino)-6,8-dimethyl-2,4,7-trioxo-3,4,6,7-tetrahydropyrido[4,3-d]pyrimidin-1(2H)-yl)phenyl)urea 2,2,2-trifluoroacetate FC(C(=O)O)(F)F.C1(CC1)NC(=O)NC1=CC(=CC=C1)N1C(N(C(C=2C1=C(C(N(C2NC2=C(C=C(C=C2)I)F)C)=O)C)=O)C2CC2)=O